FC(C(=O)C=1N=C(N2C1C=CC=C2)C)(F)F 2,2,2-Trifluoro-1-(3-methylimidazo[1,5-a]pyridin-1-yl)ethan-1-one